diethyl-1,2-ethylenebis-L-cysteine C(C)N([C@@H](CS)C(=O)O)CCN([C@@H](CS)C(=O)O)CC